C1(CC1)C[C@@H](CC#N)N1N=CC(=C1)C=1C2=C(N=CN1)NC=C2 (3S)-4-cyclopropyl-3-[4-(7H-pyrrolo[2,3-d]pyrimidin-4-yl)-1H-pyrazol-1-yl]butanenitrile